6-chloro-3-[[(1R)-1-(3-iodo-6-methyl-4-oxo-2-phenyl-benzopyran-8-yl)ethyl]amino]-N-methylsulfonyl-pyridine-2-carboxamide ClC1=CC=C(C(=N1)C(=O)NS(=O)(=O)C)N[C@H](C)C1=CC(=CC=2C(C(=C(OC21)C2=CC=CC=C2)I)=O)C